C(C)(=O)OCC=1SC(=NN1)C=1C=NC(=CC1)N1CCC(CC1)OC1=C(C=CC(=C1)F)Cl (5-(6-(4-(2-chloro-5-fluorophenoxy)piperidin-1-yl)pyridin-3-yl)-1,3,4-thiadiazol-2-yl)methyl acetate